C(C=C)(=O)OCCC1=C(C(C(=O)O)=CC=C1C(=O)O)C(=O)O 3-acryloyloxyethyl-trimellitic acid